zirconium(IV) isopropylcarboxylate C(C)(C)C(=O)[O-].[Zr+4].C(C)(C)C(=O)[O-].C(C)(C)C(=O)[O-].C(C)(C)C(=O)[O-]